C1(CC1)C=1C=NC(=NC1)N[C@H]1CN(CC1)C1=NC=NC2=CC(=CC=C12)NC(C=C)=O (R)-N-(4-(3-((5-cyclopropylpyrimidin-2-yl)amino)pyrrolidin-1-yl)quinazolin-7-yl)acrylamide